tert-butyl (6-((2-(3,5-dimethyl-4-(2,2,2-trifluoroethyl) piperazin-1-yl) quinolin-6-yl)amino)spiro[3.3]heptan-2-yl)carbamate CC1CN(CC(N1CC(F)(F)F)C)C1=NC2=CC=C(C=C2C=C1)NC1CC2(CC(C2)NC(OC(C)(C)C)=O)C1